5-(5-fluoropyridin-3-yl)pyrrolidin-2-one FC=1C=C(C=NC1)C1CCC(N1)=O